tert-butyl N-[(3R)-7-(5-chloro-3-pyridyl)-8-fluoro-5-[[4-(4-methoxyphenyl)phenyl]methyl]-1,1,4-trioxo-2,3-dihydro-1λ6,5-benzothiazepin-3-yl]carbamate ClC=1C=C(C=NC1)C=1C(=CC2=C(N(C([C@H](CS2(=O)=O)NC(OC(C)(C)C)=O)=O)CC2=CC=C(C=C2)C2=CC=C(C=C2)OC)C1)F